(S)-1-(3-(4-((5-(2-(2-aminopyridin-3-yl)-5-(1H-pyrazol-1-yl)-3H-imidazo[4,5-b]pyridin-3-yl)-2,3-dihydro-1H-inden-1-yl)amino)piperidin-1-yl)azetidin-1-yl)prop-2-en-1-one NC1=NC=CC=C1C1=NC=2C(=NC(=CC2)N2N=CC=C2)N1C=1C=C2CC[C@@H](C2=CC1)NC1CCN(CC1)C1CN(C1)C(C=C)=O